1-(4-(2-bromoethoxy)phenyl)-5-(4-methylphenyl)-1,4-pentadien-3-one BrCCOC1=CC=C(C=C1)C=CC(C=CC1=CC=C(C=C1)C)=O